L-cysteinyl-D-valine N[C@@H](CS)C(=O)N[C@H](C(C)C)C(=O)O